N-(2-Chloro-4-(trifluoromethyl)phenyl)-2-(2-(2,3-dihydrofuro[2,3-b]pyridin-5-yl)-5-ethyl-7-oxo-6-(piperazin-1-yl)-[1,2,4]triazolo[1,5-a]pyrimidin-4(7H)-yl)acetamide ClC1=C(C=CC(=C1)C(F)(F)F)NC(CN1C=2N(C(C(=C1CC)N1CCNCC1)=O)N=C(N2)C=2C=C1C(=NC2)OCC1)=O